Ethyl (R,E)-2'-oxo-5'-(2,2,5-trimethyl-4-oxo-3,8,11-trioxa-5-azatetradec-13-en-14-yl)-1',2',5,7-tetrahydrospiro[cyclopenta[b]pyridine-6,3'-pyrrolo[2,3-b]pyridine]-3-carboxylate O=C1[C@]2(C=3C(=NC=C(C3)/C=C/COCCOCCN(C(OC(C)(C)C)=O)C)N1)CC=1C(=NC=C(C1)C(=O)OCC)C2